6-chloro-7-hydroxy-3,4-dihydroisoquinoline-2(1H)-carboxylic acid tert-butyl ester C(C)(C)(C)OC(=O)N1CC2=CC(=C(C=C2CC1)Cl)O